N,N-bis-(allylphosphinyl)aminotetrahydrothiophene-1,1-dioxide C(C=C)P(=O)N(P(=O)CC=C)C1S(CCC1)(=O)=O